C(=CC)N1CCN(CC1)C1=C(C(=NC2=C(C=CC=C12)OC1=C2C=NNC2=CC(=C1Cl)F)NC=1C(=NC=CC1)C)C#N 4-(4-Propenylpiperazin-1-yl)-8-((5-chloro-6-fluoro-1H-indazol-4-yl)oxy)-2-((2-methylpyridin-3-yl)amino)quinoline-3-carbonitrile